ClC1=C(C(=O)N)C(=CC(=N1)C=1C=NN(C1C1=C(C(=CC(=C1C#N)OC1CC1)Cl)F)C)C(CO)=O 2-Chloro-6-(5-(3-chloro-6-cyano-5-cyclopropyloxy-2-fluorophenyl)-1-methyl-1H-pyrazol-4-yl)-4-(2-hydroxyacetyl)nicotinamide